CC1=CC=C(C=C1)CN1[C@@H](CCC1=O)CC(=O)N1CCCC1 (2S)-1-[2-[1-[(4-methylphenyl)methyl]-5-oxopyrrolidin-2-yl]acetyl]pyrrolidin